(S)-1-(1-(4-fluorophenyl)-3,4-dihydroisoquinolin-2(1H)-yl)-2-methyl-2-(piperidin-4-yloxy)propan-1-one FC1=CC=C(C=C1)[C@@H]1N(CCC2=CC=CC=C12)C(C(C)(OC1CCNCC1)C)=O